BrCC(=O)C1CCCCC1 2-bromo-1-cyclohexylethan-1-one